tert-Butyl 1-[4-(benzyloxy)-3-fluorophenyl]-4,4-difluorocyclohexanecarboxylate C(C1=CC=CC=C1)OC1=C(C=C(C=C1)C1(CCC(CC1)(F)F)C(=O)OC(C)(C)C)F